2-(6-vinyl-3-pyridyl)ethanol C(=C)C1=CC=C(C=N1)CCO